methyl 2-(3,4-dichlorophenyl)-1-ethyl-6-methyl-4-oxo-5-phenyl-pyridine-3-carboxylate ClC=1C=C(C=CC1Cl)C=1N(C(=C(C(C1C(=O)OC)=O)C1=CC=CC=C1)C)CC